2-((7-Methyl-6-azaspiro[3.4]octan-6-yl)sulfonyl)quinoline CC1N(CC2(CCC2)C1)S(=O)(=O)C1=NC2=CC=CC=C2C=C1